N#[C-].C1(=CC=CC=C1)C1=CC=C(C=C1)C1=CC=CC=C1 4-phenylbiphenyl isonitrile